7,8-dihydro-5H-thiopyrano[4,3-b]pyridin-3-amine N1=C2C(=CC(=C1)N)CSCC2